methyl 6-(4-(4-((N-cyclopropyl-3-oxo-3,4-dihydro-2H-benzo[b][1,4]oxazine-7-carboxamido)methyl)benzamido) benzamido)hexanoate C1(CC1)N(C(=O)C=1C=CC2=C(OCC(N2)=O)C1)CC1=CC=C(C(=O)NC2=CC=C(C(=O)NCCCCCC(=O)OC)C=C2)C=C1